C1C=C(C2=CC=CC=C12)C1=CN=C2C(=NC(=NN21)OC[C@H]2N(CCC2)C)N2C[C@@H](N(CC2)C(=O)OCC2=CC=CC=C2)CC#N benzyl (S)-4-(7-(1H-inden-3-yl)-2-(((S)-1-methylpyrrolidin-2-yl)methoxy)imidazo[2,1-f][1,2,4]triazin-4-yl)-2-(cyanomethyl)piperazine-1-carboxylate